carbonyl cyanide-3-chlorophenyl hydrazone ClC=1C=C(C=CC1)NN=C(C#N)C#N